3-methoxybenzylboronic acid COC=1C=C(CB(O)O)C=CC1